C(C)OC(=O)C=1C=NN(C1)CC=1C(=NC(=CC1)N1CC2CC2C1)C=C 1-[(6-{3-azabicyclo[3.1.0]hex-3-yl}-2-vinylpyridin-3-yl)methyl]-1H-pyrazole-4-carboxylic acid ethyl ester